6-isopentenylamino-9-(tetrahydro-2H-pyran-2-yl)-9H-purine C(CC(=C)C)NC1=C2N=CN(C2=NC=N1)C1OCCCC1